rac-N-(3-Cyclopropylisoxazol-5-yl)-2-(3,4-dicyanophenyl)-2-(3,3-difluorocyclopentyl)acetamide C1(CC1)C1=NOC(=C1)NC(C(C1CC(CC1)(F)F)C1=CC(=C(C=C1)C#N)C#N)=O